BrC1=C(C=NN1CC)CC1=CN=CN1C1=C(C=C(C=C1)F)C(C)=O 1-(2-(5-((5-bromo-1-ethyl-1H-pyrazol-4-yl)methyl)-1H-imidazol-1-yl)-5-fluorophenyl)ethanone